C(C1=CC=CC=C1)(=O)O[C@H]1C([C@@H]2[C@@](OC(O2)(C)C)(O1)C)=C ((3aR,5S,6aR)-methyl 2,2-dimethyl-6-methylenetetrahydrofurano[2,3-d][1,3]dioxol-5-yl) benzoate